C[Si](OC1=CC[C@H]2[C@@H]1CN(C2)C(=O)C2=CC=1COCCC1S2)(C(C)(C)C)C [(3aS,6aR)-6-{[Dimethyl(2-methyl-2-propanyl)silyl]oxy}-3,3a,4,6a-tetrahydrocyclopenta[c]pyrrol-2(1H)-yl](6,7-dihydro-4H-thieno[3,2-c]pyran-2-yl)methanone